Cl.Cl.N=1N2C(=CC1)C(C1(C2)CCNCC1)N 4'H,6'H-spiro[piperidine-4,5'-pyrrolo[1,2-b]pyrazol]-4'-amine dihydrochloride